CC=1N=CSC1C1=C(C(C2=CC(=CC=C12)OCCOC1=CC=CC=C1)=O)C=1C=NC=CC1 (4-methylthiazol-5-yl)-6-(2-phenoxyethoxy)-2-(pyridin-3-yl)-1H-inden-1-one